3,5-dimethyl-N-(3-methylpyrazol-5-yl)benzamide CC=1C=C(C(=O)NC2=CC(=NN2)C)C=C(C1)C